N1=CC=CC2=CN=C(C=C12)N 1,6-naphthyridin-7-amine